Cl.C(C)OCC=1C(=C(C=CC1)NC(=O)C1=CC2=C(N1C)C=CS2)COC2=CC=C(C=C2)OC2CCNCC2 N-[3-(Ethoxymethyl)-2-[[4-(4-piperidyloxy)phenoxy]methyl]phenyl]-4-methyl-thieno[3,2-b]pyrrole-5-carboxamide hydrochloride